1-[3-(1,1-dimethoxyethyl)-2-fluorophenyl]-1,1-difluoro-2-methylpropan-2-ol COC(C)(OC)C=1C(=C(C=CC1)C(C(C)(O)C)(F)F)F